CC1(OB(OC1(C)C)C=1C=NN(C1)C(F)F)C 4-(4,4,5,5-tetramethyl-1,3,2-dioxaborolan-2-yl)-1-(difluoromethyl)pyrazole